α-L-glucuronate O[C@H]1[C@@H](O)[C@H](O)[C@@H](O)[C@@H](O1)C(=O)[O-]